C(N)(=O)C=1C=CC(=C2C(=C(NC12)C)C)C1=C2CCN(CC2=CC=C1)C(=O)OC(C)(C)C tert-butyl 5-((2R,3S)-7-carbamoyl-2,3-dimethylindol-4-yl)-3,4-dihydroisoquinoline-2(1H)-carboxylate